(pentamethylcyclopentadienyl)(4,7-dimethylindenyl)zirconium dichloride [Cl-].[Cl-].CC1=C(C(=C(C1(C)[Zr+2]C1C=CC2=C(C=CC(=C12)C)C)C)C)C